4-[2-[(2S,3R)-3-hydroxy-2-methyl-azetidin-1-yl]-6,7-dihydro-5H-cyclopenta[d]pyrimidin-4-yl]benzenesulfonamide O[C@H]1[C@@H](N(C1)C=1N=C(C2=C(N1)CCC2)C2=CC=C(C=C2)S(=O)(=O)N)C